ClCC(=O)N1CC=2N(CCC1)C=NC2C(=O)OCC Ethyl 8-(2-chloroacetyl)-6,7,8,9-tetrahydro-5H-imidazo[1,5-a][1,4]diazepine-1-carboxylate